ClC1=NC=C(C=C1[N+](=O)[O-])F 2-chloro-5-fluoro-3-nitropyridine